1-{6-[5-(Ethylsulfonyl)-1-methyl-4-(6,6,7,7-tetrafluoro-1-methyl-6,7-dihydro-1H-[1,4]dioxino[2,3-f]benzimidazol-2-yl)-1H-imidazol-2-yl]pyridin-2-yl}cyclopropancarbonitril C(C)S(=O)(=O)C1=C(N=C(N1C)C1=CC=CC(=N1)C1(CC1)C#N)C1=NC2=C(N1C)C=C1C(=C2)OC(C(O1)(F)F)(F)F